3-((3-bromophenyl)(1H-imidazol-1-yl)methyl)-4-methyl-4H-1,2,4-triazole BrC=1C=C(C=CC1)C(C1=NN=CN1C)N1C=NC=C1